C(N)(=N)C=1C=C(SC1)[C@@H](C)NC(=O)[C@H]1N(CC2(OCCO2)C1)C(CNC(=O)C=1C=CC=2C(C3=CC=CC(=C3C2C1)C)(F)F)=O (S)-N-((R)-1-(4-carbamimidoylthiophen-2-yl)ethyl)-7-((9,9-difluoro-5-methyl-9H-fluorene-3-carbonyl)glycyl)-1,4-dioxa-7-azaspiro[4.4]nonane-8-carboxamide